3-(2-(4-nitrobenzyl)-1,2,3,4-tetrahydroisoquinolin-5-yl)-3-phenylpropionic acid [N+](=O)([O-])C1=CC=C(CN2CC3=CC=CC(=C3CC2)C(CC(=O)O)C2=CC=CC=C2)C=C1